2-ethyl-3-pyridyl-boronic acid C(C)C1=NC=CC=C1B(O)O